tert-butyl N-[1-[4-[(5-fluoro-6-phenoxy-3-pyridyl)amino]pyrido[3,2-d]pyrimidin-6-yl]azetidin-3-yl]carbamate FC=1C=C(C=NC1OC1=CC=CC=C1)NC=1C2=C(N=CN1)C=CC(=N2)N2CC(C2)NC(OC(C)(C)C)=O